C(C)(CC)C=1N=C2N(C(C1C(F)(F)F)=O)C1=C(N2)C=CC=C1 2-(sec-butyl)-3-(trifluoromethyl)benzo[4,5]imidazo[1,2-a]pyrimidin-4(10H)-one